3-amino-4,7-dimethylnaphthalene-2-carboxylic acid NC=1C(=CC2=CC(=CC=C2C1C)C)C(=O)O